tert-butyl 5-bromo-3-((2-(2-ethoxy-2-oxoethyl)phenoxy)methyl)benzofuran-2-carboxylate BrC=1C=CC2=C(C(=C(O2)C(=O)OC(C)(C)C)COC2=C(C=CC=C2)CC(=O)OCC)C1